C(C)OC(=O)C=1C(=NN(C1CC)CC)I ethyl-1-ethyl-3-iodo-pyrazole-4-carboxylic acid ethyl ester